N-(4-(3-(4-acryloylpiperazin-1-yl)pyridin-4-yl)-2-methylbenzyl)-5-(1-(fluoromethyl)cyclopropyl)-1,2,4-oxadiazole-3-carboxamide C(C=C)(=O)N1CCN(CC1)C=1C=NC=CC1C1=CC(=C(CNC(=O)C2=NOC(=N2)C2(CC2)CF)C=C1)C